1-(2-bromoethyl)-3-((tert-butyldiphenylsilyl)oxy)azetidine BrCCN1CC(C1)O[Si](C1=CC=CC=C1)(C1=CC=CC=C1)C(C)(C)C